BrC1=CC=C(CN2C(=NC=3C2=NC=CC3)CCC(=O)N[C@@H](C)C3=CC=C(C=C3)Cl)C=C1 3-[3-(4-Bromo-benzyl)-3H-imidazo[4,5-b]pyridin-2-yl]-N-[(S)-1-(4-chloro-phenyl)-ethyl]-propionamide